O[C@@H]([C@H](C(=O)O)C)CCCCCCC(C)C (2R,3R)-3-hydroxy-2,10-dimethylundecanoic acid